1,4-dihydroxybutane-2-sulfonic acid OCC(CCO)S(=O)(=O)O